P(=O)(O)(O)CCCCCC(=O)O 6-phosphonohexanoic acid